ClC1=C(C(=CC(=C1)Cl)F)NC=1N(C2=NC(=NC=C2N1)NCC1(CC1)CO)C1CCC(CC1)C(=O)N (1s,4s)-4-(8-(2,4-dichloro-6-fluorophenylamino)-2-((1-(hydroxymethyl)cyclopropyl)methylamino)-9H-purin-9-yl)cyclohexanecarboxamide